CN(S(=O)(=N)C1=CC=CC=C1)C N,N-dimethylbenzene-1-sulfonoimidamide